5-(2-(3-(methylsulfonyl)phenylamino)-5-fluoropyrimidin-4-ylamino)-7-methylbenzo[d]oxazol-2(3H)-one trifluoroacetate salt FC(C(=O)O)(F)F.CS(=O)(=O)C=1C=C(C=CC1)NC1=NC=C(C(=N1)NC=1C=C(C2=C(NC(O2)=O)C1)C)F